C[C@@H]1C2=C(C=NC=C2)C(=O)OC[C@]3([C@@H]4[C@H]([C@H]([C@@]5([C@H]([C@H]([C@@H]([C@]([C@]5([C@@H]4OC(=O)C)O3)(C)O)OC(=O)[C@]1(C)O)OC(=O)C)OC(=O)C6=CC=CC=C6)COC(=O)C)OC(=O)C)OC(=O)C)C The molecule is a sesquiterpene alkaloid that is isolated from Tripterygium wilfordii and Tripterygium hypoglaucum. It has a role as a plant metabolite. It is an acetate ester, a benzoate ester, a dihydroagarofuran sesquiterpenoid, a macrolide, a pyridine alkaloid and a sesquiterpene alkaloid.